FC1(CCC(CC1)C1=C(C(=O)NC=2C=NOC2)C(=CC=N1)C1=C(C=CC(=C1)F)F)F 2-(4,4-difluorocyclohexyl)-4-(2,5-difluorophenyl)-N-(isoxazol-4-yl)nicotinamide